OC=1C=C(C=C(C1O)O)CCCCCCC(=C)C 8-(3,4,5-trihydroxyphenyl)-2-methyl-1-octene